CC(C)[C@H](C)CC[C@@H](C)[C@H]1CC[C@H]2[C@@H]3CC[C@H]4C[C@H](CC[C@]4(C)[C@H]3CC[C@]12C)O 5a-campestan-3β-ol